CN1C(C(CC=C1)=NC)=O 1-methyl-3-(methylimino)pyridin-2(1H)-one